N1C=C(C2=CC=CC=C12)CCN(CCOCCOCCNC1=C2C(N(C(C2=CC=C1)=O)C1C(NC(CC1)=O)=O)=O)CC1=CC=C(C=C1)/C=C/C(=O)O (E)-3-(4-(((2-(1H-indol-3-yl)ethyl)(2-(2-(2-((2-(2,6-dioxopiperidin-3-yl)-1,3-dioxoisoindolin-4-yl)amino)ethoxy)ethoxy)ethyl)amino)methyl)phenyl)acrylic acid